(4-(4,4,5,5-tetramethyl-1,3,2-dioxaborolan-2-yl)-2,3,6,7-tetrahydro-1H-azepin-1-yl)ethan-1-one CC1(OB(OC1(C)C)C=1CCN(CCC1)C(C)=O)C